1,3-dimethyl-N-(6-(5-methyl-1,2,4-oxadiazol-3-yl)-2,3-dihydrobenzofuran-3-yl)-1H-pyrazole-5-carboxamide CN1N=C(C=C1C(=O)NC1COC2=C1C=CC(=C2)C2=NOC(=N2)C)C